S(=O)(=O)([O-])[O-].[Al+3].NC1=C2C(=NC=N1)N(N=C2C2=CC(=C(C=C2)OC)Cl)C(C)C=2OC1=CC=CC=C1C(C2C2=CC(=CC=C2)F)=O.S(=O)(=O)([O-])[O-].S(=O)(=O)([O-])[O-].[Al+3] 2-(1-(4-amino-3-(3-chloro-4-methoxyphenyl)-1H-pyrazolo[3,4-d]pyrimidin-1-yl)ethyl)-3-(3-fluorophenyl)-4H-chromen-4-one aluminum (sulfate)